N-benzyloctane-1,8-diamine C(C1=CC=CC=C1)NCCCCCCCCN